N[C@@H](CC[Se]CC)C(=O)O selenoethionine